C(N)(=N)C=1C=C(SC1)[C@@H](C)NC(=O)[C@H]1N(C[C@@H](C1)SC)C(CNC(C1=CC=C(C=C1)C(C1=CC=CC=C1)(F)F)=O)=O (2S,4R)-N-((R)-1-(4-carbamimidoylthiophen-2-yl)ethyl)-1-((4-(difluoro(phenyl)methyl)benzoyl)glycyl)-4-(methylthio)pyrrolidine-2-carboxamide